methyl (7S)-3-({[(dimethylcarbamoyl)methyl](methyl)carbamoyl}methyl)-7-methyl-2-[2-(2-oxo-1,2-dihydropyridin-1-yl)ethyl]-3H,6H,7H,8H,9H-imidazo[4,5-f]quinoline-6-carboxylate CN(C(=O)CN(C(=O)CN1C(=NC2=C3CC[C@@H](N(C3=CC=C21)C(=O)OC)C)CCN2C(C=CC=C2)=O)C)C